3-((R)-3-(1-(1-((R)-1-(2,4-dichlorophenyl)ethyl)-4-methyl-1H-[1,2,3]triazolo[4,5-c]pyridin-6-yl)azetidin-3-yl)piperidin-1-yl)-1-methylcyclobutane-1-carboxylic acid ClC1=C(C=CC(=C1)Cl)[C@@H](C)N1N=NC=2C(=NC(=CC21)N2CC(C2)[C@@H]2CN(CCC2)C2CC(C2)(C(=O)O)C)C